[Cl-].C[N+](CCC[Si](OC)(OC)OC)(CCCCCCCCCCCC)C Dimethyl(dodecyl)[3-(trimethoxysilyl)propyl]ammonium chloride